Methyl (S)-3-(1,4-dimethyl-1H-benzo[d][1,2,3]triazol-5-yl)-3-(3-(((S)-2-ethyl-7-hydroxy-2,3-dihydropyrido[2,3-f][1,4]oxazepin-4(5H)-yl)methyl)-4-methylphenyl)propanoate CN1N=NC2=C1C=CC(=C2C)[C@@H](CC(=O)OC)C2=CC(=C(C=C2)C)CN2C[C@@H](OC1=C(C2)N=C(C=C1)O)CC